5-bromo-7-chloro-4-fluoro-1-((2-(trimethylsilyl)ethoxy)methyl)-1H-pyrrolo[2,3-c]pyridine BrC=1C(=C2C(=C(N1)Cl)N(C=C2)COCC[Si](C)(C)C)F